ClC1=CC=C(/C=C/C=2C(=NC=C(C(=O)OC)C2)OC)C=C1 methyl (E)-5-(4-chlorostyryl)-6-methoxynicotinate